4-[[3-[1-(cyanomethyl)-3-(trifluoromethyl)pyrazol-4-yl]imidazo[1,2-a]pyrazin-8-yl]amino]-2-methyl-N-[2-oxo-2-[[(3R)-pyrrolidin-3-yl]amino]ethyl]benzamide C(#N)CN1N=C(C(=C1)C1=CN=C2N1C=CN=C2NC2=CC(=C(C(=O)NCC(N[C@H]1CNCC1)=O)C=C2)C)C(F)(F)F